ClCC=1SC(=NN1)C(F)(F)F 2-(chlorometh-yl)-5-(trifluorometh-yl)-1,3,4-thiadiazole